ClC1=C(C=CC=C1C1=C2CCC(C2=CC=C1)=CC1=NC(=C(C=C1)C=O)OC)C1=NC(=C(C=O)C(=C1)C)OC 6-(2-chloro-3-(1-((5-formyl-6-methoxypyridin-2-yl)methylene)-2,3-dihydro-1H-inden-4-yl)phenyl)-2-methoxy-4-methylnicotinaldehyde